C(=O)C=1C(=NC(N([C@H]2[C@H](OC)[C@H](O)[C@@H](CO)O2)C1)=O)N 5-Formyl-2'-O-methylcytidine